2,2,2-trifluoroethan-1-amine hydrochloride Cl.FC(CN)(F)F